[Cu+2].C(CCCC)P([O-])([O-])=O pentylphosphonate copper